C1(=CC=CC=C1)C=1OC2=C(N1)C=C(C=C2)N 2-Phenyl-1,3-benzooxazol-5-ylamine